tert-butyl (5S)-7-chloro-4,4-difluoro-5-hydroxy-5-({[(2S)-2-(4-methylbenzenesulfonylamino)-3-phenylpropionyl] oxy} methyl)-2,3,4,5-tetrahydro-1H-1-benzoazepine-1-carboxylate ClC=1C=CC2=C([C@@](C(CCN2C(=O)OC(C)(C)C)(F)F)(COC([C@H](CC2=CC=CC=C2)NS(=O)(=O)C2=CC=C(C=C2)C)=O)O)C1